trifluoroacetyl-L-lysine anhydride FC(C(=O)N[C@@H](CCCCN)C(=O)OC([C@@H](NC(C(F)(F)F)=O)CCCCN)=O)(F)F